N-{4-[(3S,5R)-3-amino-5-(trifluoromethyl)piperidin-1-yl]-2,3-dihydrofuro[2,3-b]pyridin-5-yl}-6-(2,6-difluorophenyl)-5-fluoropyridine-2-carboxamide N[C@@H]1CN(C[C@@H](C1)C(F)(F)F)C1=C2C(=NC=C1NC(=O)C1=NC(=C(C=C1)F)C1=C(C=CC=C1F)F)OCC2